CN([C@@H]1C[C@@H](N(C1)C(=O)OC(C)(C)C)C(=O)OCC1=CC=CC=C1)C 2-Benzyl 1-tert-butyl (2R,4R)-4-(dimethylamino)pyrrolidine-1,2-dicarboxylate